6-(4-cyclopropyl-6-methoxypyrimidin-5-yl)-1-(1-(4-(1-(2-fluoroethyl)-4-(trifluoromethyl)-1H-imidazol-2-yl)phenyl)ethyl)-3-methoxy-1H-pyrazolo[3,4-d]pyrimidine C1(CC1)C1=NC=NC(=C1C1=NC=C2C(=N1)N(N=C2OC)C(C)C2=CC=C(C=C2)C=2N(C=C(N2)C(F)(F)F)CCF)OC